C(C[2H])([2H])([2H])[2H] Ethane-d4